5-(2-methoxyethoxymethyl)-N-(1-methyl-4-piperidyl)-2-phenyl-1H-indol-7-amine COCCOCC=1C=C2C=C(NC2=C(C1)NC1CCN(CC1)C)C1=CC=CC=C1